FC(C1=NN(C=C1C(=O)NC(C1=CC=C(C=C1)Cl)C=1SC(=C(N1)C)C)C)F 3-(difluoromethyl)-N-((4,5-dimethylthiazol-2-yl)(p-chlorophenyl)methyl)-1-methyl-1H-pyrazole-4-carboxamide